CC1(COC1)OC 3-methyl-3-methyloxy-oxetane